C(C)S(=O)(=O)C=1C(=NC=C(C1)OCC(F)(F)F)C=1OC2=C(N1)C=C(C=C2)S(=NC(C)=O)(C(F)(F)F)=O N-[[2-[3-Ethylsulfonyl-5-(2,2,2-trifluoroethoxy)-2-pyridyl]-1,3-benzoxazol-5-yl]oxo(trifluoromethyl)-λ6-sulfanyliden]acetamid